8-((4-(Difluoromethoxy)phenyl)sulfonyl)-N-(tetrahydro-2H-pyran-4-yl)-8-azabicyclo[3.2.1]octan-3-amine FC(OC1=CC=C(C=C1)S(=O)(=O)N1C2CC(CC1CC2)NC2CCOCC2)F